C(C)[C@H]1N(C[C@@H](NC1)CC)C(C)C1=NC=2N(C=C1)N=C(C2)C 5-(1-((2R,5S)-2,5-diethylpiperazin-1-yl)ethyl)-2-methylpyrazolo[1,5-a]pyrimidine